C[C@](N)(CC1=C(C=CC=C1)F)C(=O)O alpha-methyl-ortho-fluorophenylalanine